3-(difluoromethyl)-1-methyl-5-(3-(propan-1-yn-1-yl)phenoxy)-1H-pyrazole-4-carboxylic acid FC(C1=NN(C(=C1C(=O)O)OC1=CC(=CC=C1)C#CC)C)F